3-(4-chlorophenyl)-1-(4-trifluoromethylphenyl)-4,5-dihydro-1H-pyrazole-5-carboxylic acid methyl ester COC(=O)C1CC(=NN1C1=CC=C(C=C1)C(F)(F)F)C1=CC=C(C=C1)Cl